5-[3-[4-[3-(dimethylamino)but-1-ynyl]-2-fluoro-phenoxy]propyl]thiazole-4-carboxylic acid CN(C(C#CC1=CC(=C(OCCCC2=C(N=CS2)C(=O)O)C=C1)F)C)C